OC=1C=C(C=CC1)C1=CC=C(C=C1)N1N=NC(=C1)C=1C=C(C(=O)O)C=CC1 3-(1-(3'-Hydroxy-[1,1-biphenyl]-4-yl)-1H-1,2,3-triazol-4-yl)benzoic acid